ClC1=NC=C(C(=C1)C1=C(C=NC(=C1)C)C(=O)NC=1SC2=C(N1)CN(C2)C(=O)C2=C1C(=NN2C)CCC1)OC 2'-chloro-5'-methoxy-6-methyl-N-(5-{2-methyl-2H,4H,5H,6H-cyclopenta[c]pyrazole-3-carbonyl}-4H,5H,6H-pyrrolo[3,4-d][1,3]thiazol-2-yl)-[4,4'-bipyridine]-3-carboxamide